C(C=C)(=O)NC=1C=C(N=NC1C1CC1)C#CCN(C(=O)[C@H]1N(C(NC1)=O)C1=NC(=CC(=C1)C(F)(F)F)C)C1=CC=C(C=C1)F (S)-N-(3-(5-acrylamido-6-cyclopropylpyridazin-3-yl)prop-2-yn-1-yl)-N-(4-fluorophenyl)-3-(6-methyl-4-(trifluoromethyl)pyridin-2-yl)-2-oxoimidazolidine-4-carboxamide